(5S,7S)-2-trans-[3-(difluoromethoxy)cyclobutyl]sulfonyl-7-fluoro-5-phenyl-6,7-dihydro-5H-pyrrolo[1,2-b][1,2,4]triazole FC(OC1CC(C1)S(=O)(=O)C=1N=C2N(N1)[C@@H](C[C@@H]2F)C2=CC=CC=C2)F